FC(OC=1C(=NC=C(C1)C=1C=C2N(N1)CC[C@]21CN(CC1)C(CC)C=1NC=CN1)N)F 3-(difluoromethoxy)-5-{(3R)-1-[1-(1H-imidazol-2-yl)propyl]-5',6'-dihydrospiro[pyrrolidine-3,4'-pyrrolo[1,2-b]pyrazol]-2'-yl}pyridin-2-amine